COC1=NC=NC=C1B1OC(C(O1)(C)C)(C)C 4-methoxy-5-(tetramethyl-1,3,2-dioxaborolan-2-yl)pyrimidine